CC1=CC2=C(N(N=N2)CN(CCCCCCCC)CCCCCCCC)C=C1 5-methyl-N,N-dioctyl-1H-benzotriazole-1-methanamine